2-methyl-6-nitro-2,3-dihydro-1H-isoindol-5-ol CN1CC2=CC(=C(C=C2C1)O)[N+](=O)[O-]